COC1=C(C(=CC(=C1)C)C)C1=CN=C2C(NC(=NC2=N1)C1CN(CCC1)C(=O)OC(C)(C)C)=O tert-butyl 3-[7-(2-methoxy-4,6-dimethyl-phenyl)-4-oxo-3H-pteridin-2-yl]piperidine-1-carboxylate